Cl.C1CC12NCCCC2 4-Azaspiro[2.5]octane hydrochloride